N-(2-chloro-3'-(7-cyano-5-((3-hydroxyazetidin-1-yl)methyl)benzo[d]oxazol-2-yl)-2'-methyl-[1,1'-biphenyl]-3-yl)-1,5-dimethyl-4,5,6,7-tetrahydro-1H-imidazo[4,5-c]pyridine-2-carboxamide ClC1=C(C=CC=C1NC(=O)C=1N(C2=C(CN(CC2)C)N1)C)C1=C(C(=CC=C1)C=1OC2=C(N1)C=C(C=C2C#N)CN2CC(C2)O)C